(R)-N-(Azetidin-3-yl)-1-((4-(N,N-diethylsulfamoyl)phenyl)sulfonyl)piperidine-3-carboxamide N1CC(C1)NC(=O)[C@H]1CN(CCC1)S(=O)(=O)C1=CC=C(C=C1)S(N(CC)CC)(=O)=O